N-(1,3,5-trimethylpyrazol-4-yl)sulfonyl-pyridine-3-carboxamide CN1N=C(C(=C1C)S(=O)(=O)NC(=O)C=1C=NC=CC1)C